Cl.N[C@@H](C(C)(O)C)C (3R)-3-amino-2-methylbutan-2-ol monohydrochloride